4-methyl-1,2,3-thiadiazole-5-carbaldehyde CC=1N=NSC1C=O